(5S,8R)-N-(2,4-dichloro-6-(hydroxymethyl)benzyl)-5-fluoro-8-hydroxy-5,6,7,8-tetrahydroquinoline-5-carboxamide ClC1=C(CNC(=O)[C@]2(C=3C=CC=NC3[C@@H](CC2)O)F)C(=CC(=C1)Cl)CO